N1CC(C1)C1=C(C=C(NC2C(NC(CC2)=O)=O)C=C1)F 3-[4-(azetidin-3-yl)-3-fluoro-anilino]piperidine-2,6-dione